N1NC=C2C1=CC=N2 DIHYDROPYRROLOPYRAZOL